[5-fluoro-2-methoxy-4-[1-methyl-4-(trifluoromethyl)imidazol-2-yl]phenyl]methanol Sodium borohydride [BH4-].[Na+].FC=1C(=CC(=C(C1)CO)OC)C=1N(C=C(N1)C(F)(F)F)C